3-((R)-2-((tert-Butoxycarbonyl)amino)-3-(3-chloro-4-methoxyphenyl)-propionamido)-2,2-dimethylpropanoic acid C(C)(C)(C)OC(=O)N[C@@H](C(=O)NCC(C(=O)O)(C)C)CC1=CC(=C(C=C1)OC)Cl